1-(5-bromo-6-methyl-2-pyridinyl)-4-methyl-piperazine BrC=1C=CC(=NC1C)N1CCN(CC1)C